1,2-difluoro-2-methylpropane FCC(C)(C)F